O=C1NC(CCC1N1C(C2=CC=CC(=C2C1)NCCCC(=O)N1CCN(CC1)C1=CC=C(C(=O)N2CCC(CC2)CCCCNC(\C=C\C=2C=NC=CC2)=O)C=C1)=O)=O (E)-N-(4-(1-(4-(4-(4-((2-(2,6-dioxopiperidin-3-yl)-1-oxoisoindoline-4-yl)amino)butyryl)piperazin-1-yl)benzoyl)piperidin-4-yl)butyl)-3-(pyridin-3-yl)acrylamide